dimethyl (3R*,5S*)-1-(4-((3S,4S)-3,4-bis(((1S,2R)-2-phenylcyclopropyl) carbamoyl)pyrrolidine-1-carbonyl)benzoyl)piperidine-3,5-dicarboxylate C1(=CC=CC=C1)[C@@H]1[C@H](C1)NC(=O)[C@@H]1CN(C[C@H]1C(N[C@@H]1[C@H](C1)C1=CC=CC=C1)=O)C(=O)C1=CC=C(C(=O)N2C[C@@H](C[C@@H](C2)C(=O)OC)C(=O)OC)C=C1 |o1:39,41|